tert-butyl 6-((methylsulfonyl) carbamoyl)-5-azaspiro[2.4]heptane-5-carboxylate CS(=O)(=O)NC(=O)C1N(CC2(CC2)C1)C(=O)OC(C)(C)C